α-chloroacrylic acid fluoro ester FOC(C(=C)Cl)=O